(2S,4R)-N2-(3-chloro-4-fluorophenyl)-4-fluoro-N2-methyl-1-[6-methyl-4-(trifluoromethyl)pyridin-2-yl]Pyrrolidine-2,4-dicarboxamide ClC=1C=C(C=CC1F)N(C(=O)[C@H]1N(C[C@](C1)(C(=O)N)F)C1=NC(=CC(=C1)C(F)(F)F)C)C